NC1=C(C=C(C(=N1)F)C1=CC=C(OC2CCN(CC2)C(=O)OC(C)(C)C)C=C1)C=1C=C2CCNC(C2=CC1F)=O tert-butyl 4-(4-(6-amino-2-fluoro-5-(7-fluoro-1-oxo-1,2,3,4-tetrahydroisoquinolin-6-yl)pyridin-3-yl)phenoxy)piperidine-1-carboxylate